N[C@H]1[C@@H](CCCCCC1)C1=C(C2=NC(=CC(=C2S1)NCC=1SC=CC1)Cl)Cl 2-((1R,2R)-2-aminocyclooctyl)-3,5-dichloro-N-(thiophen-2-ylmethyl)thieno[3,2-b]pyridin-7-amine